2-(1,2-difluoroethyl)-3,5-difluoro-4-(trimethylsilyl)benzaldehyde FC(CF)C1=C(C=O)C=C(C(=C1F)[Si](C)(C)C)F